CC1(CC1)C(=O)N1CCC(CC1)=C (1-Methylcyclopropyl)(4-methylenepiperidin-1-yl)methanone